3-(3',5'-di-tert.butyl-4-hydroxyphenyl)-propionate C(C)(C)(C)C=1C=C(C=C(C1O)C(C)(C)C)CCC(=O)[O-]